(E)-(2-bromo-1,2-dichlorovinyl)benzene Br/C(=C(/Cl)\C1=CC=CC=C1)/Cl